tert-Butyl 2-(6-methoxy-5-(trifluoromethyl)pyridin-3-yl)propanoate COC1=C(C=C(C=N1)C(C(=O)OC(C)(C)C)C)C(F)(F)F